CN(C(=O)C1=CC=2C(=NC=CC2)N1)C=1C=C(C=CC1)C N-methyl-N-(m-tolyl)-1H-pyrrolo[2,3-b]pyridine-2-carboxamide